FC=1C=C(CNC=2N=CC=C3C2OC(=C3)C=O)C=CC1F 7-((3,4-difluorobenzyl)amino)furo[2,3-c]pyridine-2-carbaldehyde